benzoimidazole-5-carboxylic acid ((S)-1-ethylcarbamoyl-ethyl)-amide C(C)NC(=O)[C@H](C)NC(=O)C1=CC2=C(N=CN2)C=C1